tert-butyl (3-(3-(benzylthio)phenoxy)propyl)carbamate C(C1=CC=CC=C1)SC=1C=C(OCCCNC(OC(C)(C)C)=O)C=CC1